C(OC1C(CCC(C1)C(C)C)C)(OC(CCCC(N1C(SCC1)=S)=O)CCCCCCC)=O 5-Isopropyl-2-methylcyclohexyl (1-oxo-1-(2-thioxothiazolidin-3-yl)dodecan-5-yl) carbonate